C(C)(C)N1N=C(N=C1C1[C@H]2CC(C[C@@H]12)=O)C1=CC(=CC=C1)C(F)(F)F (1R,5S)-6-[2-isopropyl-5-[3-(trifluoromethyl)phenyl]-1,2,4-triazol-3-yl]bicyclo[3.1.0]hexan-3-one